CC1=C(C#N)C=CC=C1C1=NC(=NC(=C1)C#C[Si](C(C)C)(C(C)C)C(C)C)NC 2-methyl-3-(2-(methylamino)-6-((triisopropylsilyl)ethynyl)pyrimidin-4-yl)benzonitrile